OC1=CC=C(CC(=O)O)C=C1 4-hydroxybenzyl-formic acid